FC1(CN(CC12CC2)C=2C=1N(N=C(C2)C=2C(=NC(=NC2)OC)OC)C=C(N1)CC(C)C)F 8-(7,7-difluoro-5-azaspiro[2.4]heptan-5-yl)-6-(2,4-dimethoxypyrimidin-5-yl)-2-isobutylimidazo[1,2-b]pyridazine